NCCC#C 4-aminobutyne